C(C)OC1=CC=C(C=N1)C1(CCC1)NC(=O)C1C2COC3=C(C21)C=CC=C3 exo-N-[1-(6-ethoxypyridin-3-yl)cyclobutyl]-1,1a,2,7b-tetrahydrocyclopropa[c][1]benzopyran-1-carboxamide